2-fluoro-5-(2-hydroxybutyl)-5,10-dihydro-11H-dibenzo[b,e][1,4]diazepin-11-one FC1=CC2=C(N(C3=C(NC2=O)C=CC=C3)CC(CC)O)C=C1